C1(CC1)C1=NN(C(=C1)C(F)(F)F)CC(=O)N1[C@@H]([C@@H](CC1)N1CCN(C2(CC2)C1)CC(=O)N)C1=C(C(=CC=C1)OC([2H])([2H])[2H])C 2-[7-[(2R,3R)-1-[2-[3-cyclopropyl-5-(trifluoromethyl)pyrazol-1-yl]acetyl]-2-[2-methyl-3-(trideuteriomethoxy)phenyl]pyrrolidin-3-yl]-4,7-diazaspiro[2.5]octan-4-yl]acetamide